FC(CN1N=NC(=C1)C(=O)NCC1=NC=CC(=C1)C(F)(F)F)CCN1N=NC(=C1)NC(CC1=CC(=CC=C1)OC(F)(F)F)=O 1-[2-fluoro-4-(4-{2-[3-(trifluoromethoxy)phenyl]acetamido}-1H-1,2,3-triazol-1-yl)butyl]-N-{[4-(trifluoromethyl)pyridin-2-yl]methyl}-1H-1,2,3-triazole-4-carboxamide